4-(4-chlorobenzyl)-6-fluoro-7-oxo-2-(tetrahydro-2H-pyran-4-yl)-4,7-dihydropyrazolo[1,5-a]pyrimidine-5-carboxylic acid ClC1=CC=C(CN2C=3N(C(C(=C2C(=O)O)F)=O)N=C(C3)C3CCOCC3)C=C1